ClC1=C(C(=CC=C1)F)C1=NCC2=NN=C(N2C=2SC=3CC(CC3C12)CO)C1CC1 [9-(2-chloro-6-fluoro-phenyl)-3-cyclopropyl-16-thia-2,4,5,8-tetrazatetracyclo[8.6.0.02,6.011,15]hexadeca-1(10),3,5,8,11(15)-pentaen-13-yl]methanol